FC(OC1=C(C=CC(=C1F)F)[C@H]1[C@@H](O[C@]([C@H]1C)(C(F)(F)F)C)C(=O)NC1=CC(=NC=C1C)C(=O)N)F (2R,3S,4S,5R)-4-[[3-[2-(difluoromethoxy)-3,4-difluoro-phenyl]-4,5-dimethyl-5-(trifluoromethyl)tetrahydrofuran-2-carbonyl]amino]-5-methyl-pyridine-2-carboxamide